COC=1C=C2C(=NC=NC2=CC1OCC1CCN(CC1)CCOC)C1=CC=C(C=C1)NC(CCCC1=CC=CC=C1)=O N-(4-(6-methoxy-7-((1-(2-methoxyethyl)piperidin-4-yl)methoxy)quinazolin-4-yl)phenyl)-4-phenylbutyramide